N-(4-chloro-3-nitrophenyl)-4-(trifluoromethyl)picolinamide ClC1=C(C=C(C=C1)NC(C1=NC=CC(=C1)C(F)(F)F)=O)[N+](=O)[O-]